CC=1SC=C(N1)C1NC2=NC=CC=C2C=C1 2-(2-methylthiazol-4-yl)-1H-naphthyridine